ClC1=CC2=C(C=N1)C(=CN2C(=O)OC(C)(C)C)C2CC2 tert-butyl 6-chloro-3-cyclopropyl-1H-pyrrolo[3,2-c]pyridine-1-carboxylate